FC1=CC(=C(C=C1)NC=1C2=C(N=CN1)C=CC(=N2)N2CC1CCC(C2)N1C(=O)N)OC(C)C 3-(4-((4-fluoro-2-isopropoxyphenyl)amino)pyrido[3,2-d]pyrimidin-6-yl)-3,8-diazabicyclo[3.2.1]octane-8-carboxamide